3-((2S)-2-hydroxy-3-(8-(naphthalen-2-ylsulfonyl)-1-oxa-8-azaspiro[4.5]dec-3-ylamino)propoxy)-N-propylbenzenesulfonamide O[C@H](COC=1C=C(C=CC1)S(=O)(=O)NCCC)CNC1COC2(C1)CCN(CC2)S(=O)(=O)C2=CC1=CC=CC=C1C=C2